P(=O)(OC[C@H]1O[C@@]([C@@H]([C@@H]1O)O)(C#N)C1=CC=C2C(=NC=NN21)N)(OC[C@@H](COCCCCCCCCCCCCCCCCCC)OCC2=CC=CC=C2)O ((2R,3s,4R,5R)-5-(4-aminopyrrolo[2,1-f][1,2,4]triazin-7-yl)-5-cyano-3,4-dihydroxytetrahydrofuran-2-yl)methyl ((R)-2-(benzyloxy)-3-(octadecyloxy)propyl) hydrogen phosphate